N(=C=O)CCCCCCN(C(N(CCCCCCN=C=O)CCCCCCN=C=O)=O)C(=O)N tris(6-isocyanatohexyl)biuret